C1(=CC=CC=C1)C1CCCC=C1 4-phenyl-3,4-dihydro-1H-benzol